N,N'-bis(2-hydroxyethyl)butanediamine OCCNC(CCC)NCCO